Cl.CN1CCN(CC1)CC1=CC=C(C(=O)O)C=C1 4-((4-methylpiperazin-1-yl)methyl)benzoic acid hydrochloride